4-[4-(tert-Butoxycarbonylamino)butanoyl]piperazine-1-carboxylic acid benzyl ester C(C1=CC=CC=C1)OC(=O)N1CCN(CC1)C(CCCNC(=O)OC(C)(C)C)=O